1,3-benzodioxole-5-carboxylic acid, ethyl ester O1COC2=C1C=CC(=C2)C(=O)OCC